1-benzofuran O1C=CC2=C1C=CC=C2